BrC=1C=C(C(=NC1)C=1C=C2CCC(C2=CC1)=O)[N+](=O)[O-] 5-(5-bromo-3-nitropyridin-2-yl)-2,3-dihydro-1H-inden-1-one